methyl (S)-1-(2-chloroacetyl)-7-(4-fluorobenzyl)-2-methyl-2,3-dihydro-1H-pyrido[2,3-b][1,4]oxazine-6-carboxylate ClCC(=O)N1C2=C(OC[C@@H]1C)N=C(C(=C2)CC2=CC=C(C=C2)F)C(=O)OC